4-((1R,5S)-3,8-diazabicyclo[3.2.1]octan-3-yl)-7-(5-fluoronaphthalen-1-yl)-2-(((S)-1-methylpyrrolidin-2-yl)methoxy)-5,6,7,8-tetrahydropyrido[3,4-d]pyrimidine [C@H]12CN(C[C@H](CC1)N2)C=2C1=C(N=C(N2)OC[C@H]2N(CCC2)C)CN(CC1)C1=CC=CC2=C(C=CC=C12)F